Di-n-octyl isophthalate C(C1=CC(C(=O)OCCCCCCCC)=CC=C1)(=O)OCCCCCCCC